C(C)(=O)C1=NN(C2=C(C=C(C=C12)C=1C=NC(=NC1)C)C)CC(=O)N1[C@@H]2C[C@@]2(C[C@H]1C(=O)NC(CC1=CC=CC=C1)CC)C (1R,3S,5R)-2-(2-(3-acetyl-7-methyl-5-(2-methylpyrimidin-5-yl)-1H-indazol-1-yl)acetyl)-5-methyl-N-(1-phenylbutan-2-yl)-2-azabicyclo[3.1.0]hexane-3-carboxamide